C1(CC1)CN1C(=CC2=CC=CC=C12)C1=NC=2C=3N1CCNC3C=C(C2)C=O 2-(1-(cyclopropylmethyl)-1H-indol-2-yl)-5,6-dihydro-4H-imidazo[1,5,4-de]Quinoxalin-8-yl-methanone